(S)-4-(2-amino-3-(4-nitrophenyl)propionamido)benzoic acid tert-butyl ester C(C)(C)(C)OC(C1=CC=C(C=C1)NC([C@H](CC1=CC=C(C=C1)[N+](=O)[O-])N)=O)=O